C(C)(C)(C)OC(=O)N1CCOC2(CCNC2)C1.FC(OC1=CC=C(C=C1)N1CC2(CC1)OCCN(C2)C(=O)OC(C)(C)C)(F)F tert-butyl 2-[4-(trifluoromethoxy)phenyl]-6-oxa-2,9-diazaspiro[4.5]decane-9-carboxylate tert-Butyl-6-oxa-2,9-diazaspiro[4.5]decane-9-carboxylate